CC1(CC2=CC(=C(C=C2C1)C)C)C=O (2,5,6-trimethyl-2,3-dihydro-1H-inden-2-yl)methanone